[(3R,4R)-1-[1-[2-[4-(2,3-dimethylphenyl)piperazin-1-yl]-2-oxo-ethyl]-5,6-dihydro-4H-cyclopenta[c]pyrazole-3-carbonyl]-3-fluoro-4-piperidyl]ammonium CC1=C(C=CC=C1C)N1CCN(CC1)C(CN1N=C(C2=C1CCC2)C(=O)N2C[C@H]([C@@H](CC2)[NH3+])F)=O